C(C(=C)C)(=O)OCCNC(N(C[Si](OC)(OC)OC)C1=CC=CC=C1)=O 3,3-dimethoxy-6-oxo-5-phenyl-2-oxa-5,7-diaza-3-silanonan-9-yl methacrylate